BrCC1=C(C=CC(=C1)S(=O)(=O)C)B1OC(C(O1)(C)C)(C)C 2-(2-(bromomethyl)-4-(methylsulfonyl)phenyl)-4,4,5,5-tetramethyl-1,3,2-dioxaborolane